ClC1=C2CCN([C@@H](C2=C(C=C1)OCC1=NOC(=N1)C)CN1C(CCC1)=O)C(=O)[C@H]1[C@](CCCC1)(C(=O)O)C (1S,2R)-2-((S)-5-chloro-8-((5-methyl-1,2,4-oxadiazol-3-yl)methoxy)-1-((2-oxopyrrolidin-1-yl)methyl)-1,2,3,4-tetrahydro-isoquinoline-2-carbonyl)-1-methylcyclohexane-1-carboxylic acid